[Co+3].N1=C(C=CC=C1)C1=NC=CC=C1 bipyridyl cobalt (III)